2-(7-oxo-2-(2-((tetrahydro-2H-pyran-4-yl)amino)pyrimidin-4-yl)-5,7-dihydro-6H-pyrrolo[3,4-b]Pyridin-6-yl)propionamide O=C1N(CC=2C1=NC(=CC2)C2=NC(=NC=C2)NC2CCOCC2)C(C(=O)N)C